2-(5-(2-(Benzyloxy)ethoxy)-6-(4,4-difluoropiperidin-1-yl)pyridin-2-yl)-5-(4-iodo-2-(6-azaspiro[2.5]oct-6-yl)phenyl)-1,3,4-oxadiazole C(C1=CC=CC=C1)OCCOC=1C=CC(=NC1N1CCC(CC1)(F)F)C=1OC(=NN1)C1=C(C=C(C=C1)I)N1CCC2(CC2)CC1